ethyl 3-(naphthalen-1-ylamino)-3-oxopropionate C1(=CC=CC2=CC=CC=C12)NC(CC(=O)OCC)=O